N=1C=CN2C1C(=CC=C2)COC2=C(C=O)C=CC=C2 2-(imidazo[1,2-a]pyridin-8-ylmethoxy)benzaldehyde